C[C@@H]1N(C[C@H](NC1)C)C1=C(C(N(C2=CC=C(C=C12)F)C)=O)C#N 4-((2S,5R)-2,5-dimethylpiperazine-1-yl)-6-fluoro-1-methyl-2-oxo-1,2-dihydroquinoline-3-carbonitrile